(E)-1-(2-Ethoxyphenyl)-3-(4-hydroxyphenyl)prop-2-en-1-one C(C)OC1=C(C=CC=C1)C(\C=C\C1=CC=C(C=C1)O)=O